(2R,4R)-1-(3-chloro-2-fluorobenzyl)-2-methyl-4-((4-((5-methyl-1H-pyrazol-3-yl)amino)pyrimidin-2-yl)methyl)piperidine-4-carboxylic acid ClC=1C(=C(CN2[C@@H](C[C@@](CC2)(C(=O)O)CC2=NC=CC(=N2)NC2=NNC(=C2)C)C)C=CC1)F